(S)-N-(7-((3-hydroxyoxetan-3-yl)ethynyl)-5-methyl-4-oxo-2,3,4,5-tetrahydrobenzo[b][1,4]oxazepin-3-yl)-4-((6-hydroxypyridin-2-yl)methyl)picolinamide OC1(COC1)C#CC1=CC2=C(OC[C@@H](C(N2C)=O)NC(C2=NC=CC(=C2)CC2=NC(=CC=C2)O)=O)C=C1